FC=1C=C(C=2N(C1)C(=CN2)C2=NN(C1=C2C=NC(=C1)C(=O)N1CC2CCC(C1)C2(C)O)CSC)F [3-(6,8-difluoroimidazo[1,2-a]pyridin-3-yl)-1-(methylsulfanylmethyl)pyrazolo[4,3-c]pyridin-6-yl]-(8-endo-hydroxy-8-exo-methyl-3-azabicyclo[3.2.1]octan-3-yl)methanone